CC=1N(C(C2=C(N1)C(=NC(=C2)N2C[C@H](OC1(CC1)C2)C=2C=NN(C2)C)C2=C(C=C(C(=C2)F)F)F)=O)C (R)-2,3-dimethyl-6-(5-(1-methyl-1H-pyrazol-4-yl)-4-oxa-7-azaspiro[2.5]octan-7-yl)-8-(2,4,5-trifluorophenyl)pyrido[3,4-d]pyrimidin-4(3H)-one